1-(5-bromo-7-fluoro-2-methyl-2H-indazol-3-yl)ethan-1-one potassium (R)-((3-(difluoromethyl)-4-isobutylpiperazin-1-yl)methyl)trifluoroborate FC([C@H]1CN(CCN1CC(C)C)C[B-](F)(F)F)F.[K+].BrC1=CC2=C(N(N=C2C(=C1)F)C)C(C)=O